CC=1C=C(N=NC1N1CC=2C=C(C=NC2CC1)N1C[C@H](OCC1)C)C(=O)N1CC2(COC2)C1 (R)-(5-methyl-6-(3-(2-methylmorpholino)-7,8-dihydro-1,6-naphthyridin-6(5H)-yl)pyridazin-3-yl)(2-oxa-6-azaspiro[3.3]heptan-6-yl)methanone